C(C)(C)(C)C1=CC=C(C=C1)C1=C2C=C(C(C2=CC=2CCCC12)[SiH](C)C)C [4-(4-tert-butylphenyl)-2-methyl-1,5,6,7-tetrahydro-s-indacen-1-yl]Dimethylsilane